(R)-3-((7-chloronaphthalen-1-yl)oxy)piperidine ClC1=CC=C2C=CC=C(C2=C1)O[C@H]1CNCCC1